(S)-3-(((1,4-dioxan-2-yl)methyl)amino)-5-((5-(difluoromethoxy)-1H-pyrazol-3-yl)amino)pyrazine-2-carbonitrile O1[C@H](COCC1)CNC=1C(=NC=C(N1)NC1=NNC(=C1)OC(F)F)C#N